3-amino-N-(3-(4-amino-4-methylpiperidin-1-yl)pyridin-2-yl)-6-(6-((2-hydroxyethyl)amino)-3-(trifluoromethyl)pyridin-2-yl)pyrazine-2-carboxamide NC=1C(=NC(=CN1)C1=NC(=CC=C1C(F)(F)F)NCCO)C(=O)NC1=NC=CC=C1N1CCC(CC1)(C)N